1-(3-chloro-3'-(2-(3-ethyl-3-hydroxypyrrolidin-1-yl)pyridin-4-yl)-5'-fluoro-2'-hydroxy-[1,1'-biphenyl]-4-yl)-3-methyl-1H-imidazol-2(3H)-one ClC=1C=C(C=CC1N1C(N(C=C1)C)=O)C1=C(C(=CC(=C1)F)C1=CC(=NC=C1)N1CC(CC1)(O)CC)O